(E)-4-(trifluoromethyl)pyridin-2-amine FC(C1=CC(=NC=C1)N)(F)F